(+)-N-[2(R)-(acetylthiomethyl)-3-phenylpropionyl]glycine benzyl ester C(C1=CC=CC=C1)OC(CNC([C@@H](CC1=CC=CC=C1)CSC(C)=O)=O)=O